4-((2-(bis(3-chloro-4-fluorophenyl)methyl)-1H-imidazol-5-yl)sulfonyl)thiomorpholine 1-oxide ClC=1C=C(C=CC1F)C(C=1NC(=CN1)S(=O)(=O)N1CCS(CC1)=O)C1=CC(=C(C=C1)F)Cl